1-(2-(4-aminoazepan-1-yl)-5-chloropyrimidin-4-yl)-N-(2-(imidazo[1,2-a]pyridin-3-yl)propan-2-yl)-N-methylazetidine-3-carboxamide NC1CCN(CCC1)C1=NC=C(C(=N1)N1CC(C1)C(=O)N(C)C(C)(C)C1=CN=C2N1C=CC=C2)Cl